CS(=O)(=O)[O-].C(CCCCCCCC)[N+]1=C(C=CC=C1)C 1-Nonyl-2-Methylpyridinium methansulfonat